1-[2-amino-6-(2-methyl-1,3-thiazol-5-yl)pyrimidin-4-yl]-1H-1,2,3-benzotriazole NC1=NC(=CC(=N1)N1N=NC2=C1C=CC=C2)C2=CN=C(S2)C